C(C)(C)(C)OC(=O)N1CC(C(CC1)=O)C=1N=NC(=CC1)OC 3-(6-methoxypyridazin-3-yl)-4-oxopiperidine-1-carboxylic acid tert-butyl ester